C1(CC1)C=1N=NN(C1CO[C@H]1[C@@H]2CN([C@H](C1)C2)C=2SC1=C(N2)C(=CC(=C1)C(=O)OC)O[C@H]1COCC1)C1=C(C=CC=C1Cl)Cl methyl 2-[(1S,4S,5R)-5-[[4-cyclopropyl-1-(2,6-dichlorophenyl)-1H-1,2,3-triazol-5-yl]methoxy]-2-azabicyclo[2.2.1]heptan-2-yl]-4-[(3R)-oxolan-3-yloxy]-1,3-benzothiazole-6-carboxylate